7-(dimethoxymethyl)-4-fluoro-6-((4-methylpiperazin-1-yl)methyl)-3,4-dihydro-2,4-methylene-1,8-naphthyridine-1(2H)-carboxylic acid tert-butyl ester C(C)(C)(C)OC(=O)N1C2CC(C3=CC(=C(N=C13)C(OC)OC)CN1CCN(CC1)C)(C2)F